BrC=1C2=C(C=3C(=NC(=NC3C1F)SCC)OCOCC[Si](C)(C)C)COC2 6-Bromo-3-(ethylthio)-5-fluoro-1-((2-(trimethylsilyl)ethoxy)methoxy)-7,9-dihydrofuro[3,4-f]quinazoline